CN(CC(=O)N1CCC2(C[C@@H](OC2=O)CCN2CCN(CC2)C2=CC=C(C=C2)F)CC1)C (R)-8-(dimethylglycyl)-3-(2-(4-(4-fluorophenyl)piperazin-1-yl)ethyl)-2-oxa-8-azaspiro[4.5]decan-1-one